ClC=1C=C(C=NC1N1N=CC=N1)NC(=O)C=1C=NN(C1C(F)(F)F)C1=C2C=CC(=NC2=CC=C1)C1OCCC1 N-(5-Chloro-6-(2H-1,2,3-triazol-2-yl)pyridin-3-yl)-1-(2-(tetrahydrofuran-2-yl)chinolin-5-yl)-5-(trifluoromethyl)-1H-pyrazol-4-carboxamid